N12NNNC2C1 (3S)-tetraazabicyclo[3.1.0]hexane